3-(6-((3-(4-(6-(6-((R)-2-(3-fluorophenyl)pyrrolidin-1-yl)imidazo[1,2-b]pyridazin-3-yl)pyridin-2-yl)piperazin-1-yl)propyl)amino)-1-methyl-1H-indazol-3-yl)piperidine-2,6-dione FC=1C=C(C=CC1)[C@@H]1N(CCC1)C=1C=CC=2N(N1)C(=CN2)C2=CC=CC(=N2)N2CCN(CC2)CCCNC2=CC=C1C(=NN(C1=C2)C)C2C(NC(CC2)=O)=O